ClC1=C(C=CC=C1)NC(N(C)C1=NC2=CC(=CC=C2N=C1)C=1C=NC(=CC1)OCCCN(C)C)=O 3-(2-chlorophenyl)-1-(7-(6-(3-(dimethylamino)propoxy)pyridin-3-yl)quinoxalin-2-yl)-1-methylurea